FC1=CC=2N(C3=C1CCC3(C)C)N=C(C2)C 5-fluoro-2,8,8-trimethyl-7,8-dihydro-6H-cyclopenta[e]pyrazolo[1,5-a]pyridine